BrCC(=O)[O-] 2-bromoacetate